N,N-bis(3-aminopropyl)octylamine NCCCN(CCCN)CCCCCCCC